COC1=CC=C(C=C1)C(=O)OC(=O)C2=CC=C(C=C2)OC anisic anhydride